1,4-dibenzyl-5-methylbenzene C(C1=CC=CC=C1)C1=CC=C(C(=C1)C)CC1=CC=CC=C1